5-Bromopyridin-3-yl 3-deoxy-3-[4-(3,4,5-trifluorophenyl)-1H-1,2,3-triazol-1-yl]-2-O-(1,1,1-trifluoro-2-hydroxyprop-3-yl)-1-thio-α-D-galactopyranoside FC=1C=C(C=C(C1F)F)C=1N=NN(C1)[C@@H]1[C@H]([C@@H](SC=2C=NC=C(C2)Br)O[C@@H]([C@@H]1O)CO)OCC(C(F)(F)F)O